(2-(Benzyloxy)-4-(difluoromethyl)-6-hydroxyphenyl)(7-methoxy-3,4-dihydroisoquinolin-2(1H)-yl)methanone C(C1=CC=CC=C1)OC1=C(C(=CC(=C1)C(F)F)O)C(=O)N1CC2=CC(=CC=C2CC1)OC